C1COCCN1C2=CC(=NC(=N2)Cl)Cl 2,4-dichloro-6-(4-morpholino)pyrimidine